[2-14C]thymidine [C@@H]1(C[C@H](O)[C@@H](CO)O1)N1[14C](=O)NC(=O)C(C)=C1